CC1=CC(=NC(=N1)N1CC(NCCC1)C)NC1=CC=C(C=C1)C1=CC=NC=C1 6-methyl-2-(3-methyl-1,4-diazepan-1-yl)-N-(4-(pyridin-4-yl)phenyl)pyrimidin-4-amine